3-(4-((1R,5S)-3,8-diazabicyclo[3.2.1]octan-3-yl)-8-fluoro-2-((tetrahydro-1H-pyrrolizin-7a(5H)-yl)methoxy)quinazolin-7-yl)-1H-indole-4-carbonitrile [C@H]12CN(C[C@H](CC1)N2)C2=NC(=NC1=C(C(=CC=C21)C2=CNC=1C=CC=C(C21)C#N)F)OCC21CCCN1CCC2